CC1=NC2=C(N1C)C1(COC1)NC=1C(=CC=CC21)[N+](=O)[O-] 2,3-dimethyl-6-nitro-3,5-dihydrospiro[imidazo[4,5-c]quinoline-4,3'-oxetane]